3-((2R)-2-((3-((tert-butyldiphenylsilyl)oxy)-2-fluoro-2-methylpropyl)amino)propyl)-2-methylaniline [Si](C1=CC=CC=C1)(C1=CC=CC=C1)(C(C)(C)C)OCC(CN[C@@H](CC=1C(=C(N)C=CC1)C)C)(C)F